C(CCC)C1(CS(C2=C(N(C1)C1=CC=C(C=C1)F)C=C(C(=C2)OCC(C(=O)OC)OCC)SC)(=O)=O)CC methyl 3-((3-butyl-3-ethyl-5-(4-fluorophenyl)-7-(methylthio)-1,1-dioxido-2,3,4,5-tetrahydro-1,5-benzothiazepin-8-yl)oxy)-2-ethoxypropanoate